CC1=C(COC2=CC=CC3=C2C(=NO3)NC=3C=NC=CC3)C(=CC=C1)C 4-(2,6-dimethylbenzyloxy)-3-(pyridin-3-ylamino)benzo[d]isoxazole